(S)-5-(tert-butyl)-N-(8-(4-((1-methyl-1H-pyrazol-3-yl)amino)-1,3,5-triazin-2-yl)-2-(2,2,2-trifluoroethyl)-2,3,4,5-tetrahydro-1H-benzo[c]azepin-5-yl)-1,2,4-oxadiazole-3-carboxamide C(C)(C)(C)C1=NC(=NO1)C(=O)N[C@@H]1C2=C(CN(CC1)CC(F)(F)F)C=C(C=C2)C2=NC=NC(=N2)NC2=NN(C=C2)C